5-(3-(3-cyclopropylprop-1-ynyl)-4-fluorophenoxy)-1H-1,2,3-triazole-4-carboxylic acid C1(CC1)CC#CC=1C=C(OC2=C(N=NN2)C(=O)O)C=CC1F